FC=1C=C2C3=C(NC2=CC1S(NC1(CC1)C)(=O)=O)N=CN=C3C3C[C@@H](N(CC3)C(=O)OC(C)(C)C)C tert-butyl (2S)-4-(6-fluoro-7-(N-(1-methylcyclopropyl) sulfamoyl)-9H-pyrimido[4,5-b]Indole-4-yl)-2-methylpiperidine-1-carboxylate